O=C1NC(CCC1NC1=CC(=C(C(=C1)F)N1CCC(CC1)(O)CC(=O)O)F)=O 2-[1-[4-[[2,6-dioxo-3-piperidinyl]amino]-2,6-difluoro-phenyl]-4-hydroxy-4-piperidinyl]acetic acid